Methyl (R)-1-(2-(6-fluoro-1H-indol-3-yl) acetyl)-4-methylpiperazine-2-carboxylate FC1=CC=C2C(=CNC2=C1)CC(=O)N1[C@H](CN(CC1)C)C(=O)OC